CC=1C(=NC=CC1)CC(=O)NC(C(=O)O)CCN(CCCCC1=NC=2NCCCC2C=C1)CCOC1=CC=CC=C1 2-[[2-(3-methyl-2-pyridyl)acetyl]amino]-4-[2-phenoxyethyl-[4-(5,6,7,8-tetrahydro-1,8-naphthyridin-2-yl)butyl]amino]butanoic acid